N-(3-methylisoxazol-5-yl)-6-(4-(trifluoromethyl)phenyl)pyrazine-2-carboxamide CC1=NOC(=C1)NC(=O)C1=NC(=CN=C1)C1=CC=C(C=C1)C(F)(F)F